5-((2R,5S)-5-methylpiperidin-2-yl)-2-(1,2,2,6,6-Pentamethylpiperidin-4-yl)benzo[d]thiazole C[C@H]1CC[C@@H](NC1)C=1C=CC2=C(N=C(S2)C2CC(N(C(C2)(C)C)C)(C)C)C1